N-(4-(hydroxymethyl)tetrahydro-2H-pyran-4-yl)-5-((6-hydroxypyridin-2-yl)methoxy)-2-methylbenzofuran-3-carboxamide OCC1(CCOCC1)NC(=O)C1=C(OC2=C1C=C(C=C2)OCC2=NC(=CC=C2)O)C